Cl.N[C@H]1[C@H]([C@H]2CC[C@@H]1O2)C(=O)OC |r| rac-Methyl (1R,2R,3S,4S)-3-amino-7-oxabicyclo[2.2.1]heptane-2-carboxylate hydrochloride